C1(CC1)C(=O)N1[C@@H]([C@@]2(COCC(N2)=O)CCC1)CO[C@@H]1CC[C@@H](CC1)C1=CC=CC=C1 (6R,7S)-8-cyclopropanecarbonyl-7-({[(CIS)-4-phenylcyclohexyl]oxy}methyl)-4-oxa-1,8-diazaspiro[5.5]undecan-2-one